2-bromo-4-iodo-3-(methylthio)benzaldehyde BrC1=C(C=O)C=CC(=C1SC)I